FC1(CCN(CC1)C1=CC=C(C=C1)NC1=CC=C2CN(C(C2=C1)=O)C)F 6-((4-(4,4-Difluoropiperidin-1-yl)phenyl)amino)-2-methylisoindolin-1-one